2,5-dimercapto-1,3,4-thiodiazole C1(=S)NNC(=S)S1